C(C)(C)(C)C=1C=C(NN1)NC(=O)NC1=CC=C(C=C1)N1C=NC2=C1C=CC(=C2)OCC2OCCCC2 1-(5-tert-butyl-2H-pyrazol-3-yl)-3-{4-[5-(tetrahydro-pyran-2-ylmethoxy)-benzoimidazol-1-yl]-phenyl}-urea